2-oxoethyl 2,5-diazabicyclo[2.2.1]heptane-2-carboxylate hydrochloride Cl.C12N(CC(NC1)C2)C(=O)OCC=O